(E)-8-chloro-N-(2-methoxy-5-(4-(4-(4-oxopent-2-enoyl)piperazine-1-yl)quinazolin-6-yl)pyridin-3-yl)naphthalene-1-sulfonamide ClC=1C=CC=C2C=CC=C(C12)S(=O)(=O)NC=1C(=NC=C(C1)C=1C=C2C(=NC=NC2=CC1)N1CCN(CC1)C(\C=C\C(C)=O)=O)OC